ClC1=NC2=CC=CC=C2C(=C1[N+](=O)[O-])NCC=1C=C(C=CC1)C(=O)N1CCCC1 (3-(((2-chloro-3-nitroquinolin-4-yl)amino)methyl)phenyl)(pyrrolidin-1-yl)methanone